2-fluoro-4-phenyl-3-(3-phenyl-1-((2-(trimethylsilyl)ethoxy)methyl)-1H-1,2,4-triazol-5-yl)pyridine FC1=NC=CC(=C1C1=NC(=NN1COCC[Si](C)(C)C)C1=CC=CC=C1)C1=CC=CC=C1